C(C)(C)(C)N(C(=O)OC1CC(CCC1)C1=NC=2C(=C3C(=NC2)NC=C3C(O)C3=C(C=C(C=C3)OC3=CC=CC=C3)Cl)N1)C1(CCNCC1)C 3-(8-((2-chloro-4-phenoxyphenyl)(hydroxy)methyl)-1,6-dihydroimidazo[4,5-d]Pyrrolo[2,3-b]Pyridin-2-yl)cyclohexan-1-ol t-butyl-(4-methylpiperidin-4-yl)carbamate